7-(2-amino-6-fluoro-5-(4-((3R,5S)-3,4,5-trimethylpiperazin-1-yl)phenyl)pyridin-3-yl)-2-methylquinazolin-4(3H)-one NC1=NC(=C(C=C1C1=CC=C2C(NC(=NC2=C1)C)=O)C1=CC=C(C=C1)N1C[C@H](N([C@H](C1)C)C)C)F